2,2-dimethyl-3-benzoyloxypropanal CC(C=O)(COC(C1=CC=CC=C1)=O)C